4-(4-(3,4-dichlorophenyl)-2-(morpholinomethyl)piperazine-1-carbonyl)quinolin-2(1H)-one ClC=1C=C(C=CC1Cl)N1CC(N(CC1)C(=O)C1=CC(NC2=CC=CC=C12)=O)CN1CCOCC1